OC=1C=C(C2=CC=CC=C2C1)C1=CN=C2C(=CC(=NC2=C1)OCC12CCCN2CCC1)N1C[C@H]2CC[C@@H](C1)N2C(=O)OC(C)(C)C tert-butyl (1R,5S)-3-(7-(3-hydroxynaphthalen-1-yl)-2-((tetrahydro-1H-pyrrolizin-7a(5H)-yl)methoxy)-1,5-naphthyridin-4-yl)-3,8-diazabicyclo[3.2.1]octane-8-carboxylate